C(C)(=O)C1=C(C=C(C=C1)[N+](=O)[O-])N1N=C(C=C1C#N)C 2-(2-acetyl-5-nitro-phenyl)-5-methyl-pyrazole-3-carbonitrile